O=C1NC(CCC1N1C(C2=CC=C(C=C2C1=O)CN1CCC(=CC1)C=1OC=CC1)=O)=O 2-(2,6-dioxopiperidin-3-yl)-5-((4-(furan-2-yl)-3,6-dihydropyridin-1(2H)-yl)methyl)isoindoline-1,3-dione